BrC1=C(C(=O)OC)C=CC(=C1)CBr methyl 2-bromo-4-bromomethylbenzoate